N1-(2-(trifluoromethyl)benzyl)benzene-1,2-diamine FC(C1=C(CNC=2C(=CC=CC2)N)C=CC=C1)(F)F